OCCNC(N)=O N'-hydroxyethyl-urea